N1(CCC1)C1=NC=CC(=N1)COC1=CC=C(C=C1)C(C)(C)C1=CC=C(OCCCNC2=C3C(N(C(C3=CC=C2)=O)C2C(NC(CC2)=O)=O)=O)C=C1 4-((3-(4-(2-(4-((2-(azetidin-1-yl)pyrimidin-4-yl)methoxy)phenyl)propane-2-yl)phenoxy)propyl)amino)-2-(2,6-dioxopiperidin-3-yl)isoindoline-1,3-dione